FC1=C(C=CC(=C1)CN1N=C2C(C=NC=3N=C(C=CC23)OC)=C1)S(=O)(=O)N 2-fluoro-4-((7-methoxy-2H-pyrazolo[4,3-c][1,8]naphthyridin-2-yl)methyl)benzenesulfonamide